5-(biphenyl-4-yl)-4-[(tert-butoxycarbonyl)amino]-2-methyl-pentanoic acid C1(=CC=C(C=C1)CC(CC(C(=O)O)C)NC(=O)OC(C)(C)C)C1=CC=CC=C1